methyl-2-([1-[3-(trimethylammonio)propyl]-4(1H)-quinolinylidene]methyl)-1,3-benzothiazol-3-ium C[N+]1=C(SC2=C1C=CC=C2)C=C2C=CN(C1=CC=CC=C21)CCC[N+](C)(C)C